C(N)(=O)C1=CN(C2=CC=C(C=C12)C=1C=NC(=NC1)C)CC(=O)OC(C)(C)C tert-Butyl 2-(3-carbamoyl-5-(2-methylpyrimidin-5-yl)-1H-indol-1-yl)acetate